N-(4-((2-(2,6-dioxopiperidin-3-yl)-1-oxoisoindolin-4-yl)(propyl)amino)butyl)acetamide O=C1NC(CCC1N1C(C2=CC=CC(=C2C1)N(CCCCNC(C)=O)CCC)=O)=O